N-[(6-methylpyridazin-3-yl)methyl]-6-(5-methylpyrimidin-2-yl)-8-tetrahydropyran-4-yloxy-quinazolin-4-amine Nitrogen [N].CC1=CC=C(N=N1)CNC1=NC=NC2=C(C=C(C=C12)C1=NC=C(C=N1)C)OC1CCOCC1